N[C@H]1CS(C2=C(N(C1=O)CC1=CC=C(C=C1)Cl)C=C(C(=C2)F)C2=NOC(=N2)C(C)(C)F)(=O)=O (3R)-3-amino-5-[(4-chlorophenyl)methyl]-8-fluoro-7-[5-(1-fluoro-1-methyl-ethyl)-1,2,4-oxadiazol-3-yl]-1,1-dioxo-2,3-dihydro-1lambda6,5-benzothiazepin-4-one